OC(CN(C(C(=C)C)=O)CC(O)C)C N,N-bis(2-hydroxy-2-methylethyl)methacrylamide